methyl 3-(2-chloro-3-fluorophenyl)-4-(4-methoxybenzyl)-5-oxo-morpholine-2-carboxylate ClC1=C(C=CC=C1F)C1N(C(COC1C(=O)OC)=O)CC1=CC=C(C=C1)OC